BrC=1C=C(C=NC1)CCS(=O)(=O)N ((5-bromopyridin-3-yl)methyl)methanesulfonamide